bis(2-hydroxy-1,1-dimethylethyl) ether OCC(C)(C)OC(CO)(C)C